1-(4-((6,7-dimethoxyquinazolin-4-yl)amino)phenyl)-3-(3-methoxyphenyl)urea COC=1C=C2C(=NC=NC2=CC1OC)NC1=CC=C(C=C1)NC(=O)NC1=CC(=CC=C1)OC